Ethyl 4-cyano-1-(cyclobutylmethyl)-1H-pyrazole-3-carboxylate C(#N)C=1C(=NN(C1)CC1CCC1)C(=O)OCC